(2,4-dimethoxyphenyl)-1-(4-(hydroxycarbamoyl)benzyl)-1H-indole-3-carboxamide COC1=C(C=CC(=C1)OC)C=1N(C2=CC=CC=C2C1C(=O)N)CC1=CC=C(C=C1)C(NO)=O